3,5,6-collidine N1=CC(=CC(=C1C)C)C